FC1=C(C=C(C=C1)CO)C1N2C(C3=CC=CC=C13)=CN=C2 (4-fluoro-3-(5H-imidazo[5,1-a]isoindol-5-yl)phenyl)methanol